2-(2-cyclopropyl-3',5'-difluoro-[1,1'-biphenyl]-3-yl)-N-((1R,6S)-2,2-difluoro-6-(1,9-diazaspiro[5.5]undecan-9-yl)cyclohexyl)acetamide C1(CC1)C1=C(C=CC=C1CC(=O)N[C@H]1C(CCC[C@@H]1N1CCC2(CCCCN2)CC1)(F)F)C1=CC(=CC(=C1)F)F